ClC=1C=NC=C(C1CC1=CC=C(C=C1)OC(F)(F)F)N1N=CC=N1 3-chloro-5-(2H-1,2,3-triazol-2-yl)-4-[[4-(trifluoromethoxy)phenyl]methyl]pyridine